N1C=CC2=CC=C(C=C12)C1=C(NC=2C1=NC=CC2)C2=C(C=NC=C2)OCCN(C(C=C)=O)C N-[2-({4-[3-(1H-indol-6-yl)-1H-pyrrolo[3,2-b]pyridin-2-yl]pyridin-3-yl}oxy)ethyl]-N-methylprop-2-enamide